CC(=CCC/C(=C/COP(=O)(O)OP(=O)(O)O)/C)C trans-geranyl pyrophosphate